(2r,4s)-N2-(5-((+)-1-amino-3-cyclopropyl-1-(pyridin-4-yl)propyl)-2-fluorophenyl)-N1-(5-chloropyridin-2-yl)-4-methoxy-4-phenylpyrrolidine-1,2-dicarboxamide NC(CCC1CC1)(C1=CC=NC=C1)C=1C=CC(=C(C1)NC(=O)[C@@H]1N(C[C@](C1)(C1=CC=CC=C1)OC)C(=O)NC1=NC=C(C=C1)Cl)F